(R)-7-(6-(1-(2,2-difluoro-1-(4-fluoro-phenyl)propyl)-1H-pyrazol-4-yl)pyridin-2-yl)-6-methoxy-[1,2,4]triazolo[1,5-a]pyridin-2-amine FC([C@@H](C1=CC=C(C=C1)F)N1N=CC(=C1)C1=CC=CC(=N1)C1=CC=2N(C=C1OC)N=C(N2)N)(C)F